AMINOETHYLDIPHOSPHATE BERYLLIUM [Be+2].NCCOP([O-])(=O)OP(=O)([O-])[O-].NCCOP([O-])(=O)OP(=O)([O-])[O-].[Be+2].[Be+2]